FC1=C(C=CC(=C1)C(F)(F)F)COC1CC2CCC(C1)N2 3-[[2-Fluoro-4-(trifluoromethyl)phenyl]methoxy]-8-azabicyclo[3.2.1]octane